4-Oxo-3-(2-(trifluoromethoxy)ethyl)-3,4-dihydroimidazo[5,1-d][1,2,3,5]tetrazine-8-carboxamide O=C1N2C(N=NN1CCOC(F)(F)F)=C(N=C2)C(=O)N